ethyl (R)-6-(tert-butyl)-10-((9-ethoxy-9-oxononyl)oxy)-2-oxo-6,7-dihydro-2H-pyrido[2',1':3,4]pyrazino[1,2-b]indazole-3-carboxylate C(C)(C)(C)[C@H]1N2C(C=3N(N=C4C(=CC=CC34)OCCCCCCCCC(=O)OCC)C1)=CC(C(=C2)C(=O)OCC)=O